ClC1=C(C(=C(C=C1)NS(=O)(=O)CC1=CC=CC=C1)F)OC1=NC=CC=C1C1=NC(=NC=C1)N[C@@H]1CNCCC1 (S)-N-(4-chloro-2-fluoro-3-((3-(2-(piperidin-3-ylamino)pyrimidin-4-yl)pyridin-2-yl)oxy)phenyl)-1-phenylmethanesulfonamide